F[P-](F)(F)(F)(F)F.[NH2+]1N=[N+](C2=NC=CC=C21)[O-] 1H-1,2,3-triazolo[4,5-b]pyridinium 3-oxide hexafluorophosphate